4-bromo-5-ethyl-6,6-difluoro-1,5,6,7-tetrahydrocyclopenta[f]indazole BrC1=C2C=NNC2=CC2=C1C(C(C2)(F)F)CC